tert-butyl-(2R)-2-[(2,6-dichloro-4-pyridyl)-difluoro-methyl]morpholine-4-carboxylate C(C)(C)(C)OC(=O)N1C[C@@H](OCC1)C(F)(F)C1=CC(=NC(=C1)Cl)Cl